2-(tert-butoxycarbonylamino)-2-phenyl-acetic acid C(C)(C)(C)OC(=O)NC(C(=O)O)C1=CC=CC=C1